(3S)-3-{[5-amino-1-({5-methoxy-2-[(4-methylpiperazin-1-yl)methyl]-pyridin-4-yl}methyl)-1H-pyrazolo[4,3-d]pyrimidin-7-yl]amino}hexan-1-ol NC=1N=C(C2=C(N1)C=NN2CC2=CC(=NC=C2OC)CN2CCN(CC2)C)N[C@H](CCO)CCC